O1C(OCC1)F 1,3-Dioxolanyl-fluorine